(2S)-3-(tert-butoxy)-N-tert-butyl-2-{methyl[2-(pyridin-2-yl)-5H,6H,7H-cyclopenta[d]pyrimidin-4-yl]amino}propenamide C(C)(C)(C)OC=C(C(=O)NC(C)(C)C)N(C=1C2=C(N=C(N1)C1=NC=CC=C1)CCC2)C